4-{4-(4-Fluorophenyl)-2-[4-(methanesulfinyl)phenyl]-1H-imidazol-5-yl}pyridine FC1=CC=C(C=C1)C=1N=C(NC1C1=CC=NC=C1)C1=CC=C(C=C1)S(=O)C